FC(C1=CC=C(C=C1)NC(C=1C(O)=C(C=C(C1)Cl)Cl)=O)(F)F N-(4-trifluoromethylphenyl)-3,5-dichlorosalicylamide